2-[(4R)-4-[3-[[(3R)-2,6-dioxo-3-piperidyl]-methyl-amino]phenyl]-3,3-difluoro-1-piperidyl]acetic acid O=C1NC(CC[C@H]1N(C=1C=C(C=CC1)[C@@H]1C(CN(CC1)CC(=O)O)(F)F)C)=O